C(#N)C=1C=C(C=CC1)C=1N=C(SC1C1=C(N=C(O1)C)C)NC(=O)N1CC2(COC2)C1 N-[4-(3-Cyanophenyl)-5-(2,4-dimethyloxazol-5-yl)thiazol-2-yl]-2-oxa-6-azaspiro[3.3]heptane-6-carboxamide